Tridecanoic acid 7-[4-(4-benzo[b]thiophen-4-ylpiperazin-1-yl)butoxy]-4,4-dimethyl-2-oxo-3,4-dihydro-2H-quinolin-1-ylmethyl ester S1C2=C(C=C1)C(=CC=C2)N2CCN(CC2)CCCCOC2=CC=C1C(CC(N(C1=C2)COC(CCCCCCCCCCCC)=O)=O)(C)C